The molecule is an organosulfate oxoanion that is the conjugate base of (3Z)-9-methyldec-3-en-1-yl hydrogen sulfate. It has been isolated from Daphnia pulex and has been shown to cause morphological changes in the green alga Scenedesmus gutwinskii. It has a role as a kairomone and a Daphnia pulex metabolite. It is a conjugate base of a (3Z)-9-methyldec-3-en-1-yl hydrogen sulfate. CC(C)CCCC/C=C\\CCOS(=O)(=O)[O-]